COC1=C2C3=C(C(=O)CC3)C(=O)OC2=C4[C@H]5[C@H](OC(C5O)O)OC4=C1 The molecule is an aflatoxin B1 compound formed via enzymic epoxidation of aflatoxin B1 followed by non-enzymic hydrolysis. It derives from an aflatoxin B1.